C(=O)(O)[C@@H]([C@H](C(=O)[O-])O)O.O=CCC(CC1=C(C=C(C(=C1)F)F)F)[NH3+] 4-oxo-1-(2,4,5-trifluorophenyl)butan-2-aminium (2R,3R)-3-carboxy-2,3-dihydroxypropanoate